C1(CCCC1)N1C(=CC2=C1N=C(N=C2)NC2=CC=C(C=N2)N2CCNCC2)C(N(C)C)=O 4-(6-{[7-cyclopentyl-6-(dimethylcarbamoyl)-7H-pyrrolo[2,3-d]pyrimidin-2-yl]amino}pyridin-3-yl)piperazine